1-Boc-4-piperidinecarboxylic acid methylthiomethylene ester CSCOC(=O)C1CCN(CC1)C(=O)OC(C)(C)C